(phosphorous acid), sodium salt [Na+].P([O-])([O-])[O-].[Na+].[Na+]